N-[(4,4-difluoro-5-methyl-3-piperidinyl)methyl]methanesulfonamide FC1(C(CNCC1C)CNS(=O)(=O)C)F